OC=1C=C(N(CC)CC)C=CC1 m-hydroxydiethyl-aniline